C1(CCCC1)OC1=CC=2N(C=C1C(=O)OC1=CC=CC=C1)C=C(N2)C21COC(C2)(C1)C Phenyl 7-(cyclopentyloxy)-2-(1-methyl-2-oxabicyclo[2.1.1]hexan-4-yl)imidazo[1,2-a]pyridine-6-carboxylate